N-(2-(2,6-dimethylmorpholino)benzo[d]oxazol-6-yl)-[2,4'-bipyridine]-6-carboxamide CC1OC(CN(C1)C=1OC2=C(N1)C=CC(=C2)NC(=O)C2=CC=CC(=N2)C2=CC=NC=C2)C